N-(4-(naphthalen-1-yl)phenyl)-[1,1'-biphenyl]-4-amine C1(=CC=CC2=CC=CC=C12)C1=CC=C(C=C1)NC1=CC=C(C=C1)C1=CC=CC=C1